ClC1=NC=2N(C(=C1)C1=CC=CC=C1)N=CC2 5-chloro-7-phenylpyrazolo[1,5-a]pyrimidine